C1(=CC=CC=C1)C1=NC(=CC(=N1)C=1C(=C(C=C(C1C1=CC=C(C=C1)N1C2=CC=CC=C2C=2C=C(C=CC12)C)C1=CC=C(C=C1)N1C2=CC=CC=C2C=2C=C(C=CC12)C)C#N)C1=CC=C(C=C1)N1C2=CC=CC=C2C=2C=C(C=CC12)C)C1=CC=CC=C1 6'-(2,6-diphenylpyrimidin-4-yl)-4,4''-bis(3-methyl-9H-carbazol-9-yl)-5'-(4-(3-methyl-9H-carbazol-9-yl)phenyl)-[1,1':2',1''-terphenyl]-4'-carbonitrile